C1OCCN2[C@@H]1CNCC21CN(C1)C(=O)OC(C)(C)C tert-butyl (R)-hexahydro-1'H-spiro[azetidine-3,6'-pyrazino[2,1-c][1,4]oxazine]-1-carboxylate